FC(O[Si](OC(F)(F)F)(OC(F)(F)F)C(C(C(C(C(C(C(F)(F)F)(F)F)(F)F)(F)F)(F)F)(F)F)(F)F)(F)F perfluoroheptyl-trimethoxysilane